CC1=C(C=C(C(=C1)OC1=CC=CC=C1)C)C(=N)NC (2,5-dimethyl-4-phenoxy-phenyl)-N-methyl-formamidine